5-nitrobenzeneSulfonamide bis-methanesulfonate CS(=O)(=O)O.CS(=O)(=O)O.[N+](=O)([O-])C=1C=CC=C(C1)S(=O)(=O)N